ethyl (2Z,6R)-6-{[(2R,3R,5R,6S)-3,5-bis[(tert-butyldimethyl silyl)oxy]-6-methyloxan-2-yl]oxy}hept-2-enoate [Si](C)(C)(C(C)(C)C)O[C@H]1[C@@H](O[C@H]([C@@H](C1)O[Si](C)(C)C(C)(C)C)C)O[C@@H](CC\C=C/C(=O)OCC)C